[Ru]=O.[Ba] Barium ruthenium oxide